ethoxybisphenol a triacrylate C(C=C)(=O)O.C(C=C)(=O)O.C(C=C)(=O)O.C(C)OC1=C(O)C=CC(=C1)C(C)(C)C1=CC=C(C=C1)O